COC(=O)C1=C(C2=C(NC(C1)=O)C=CC(=C2)F)O Methyl-7-fluoro-5-hydroxy-2-oxo-2,3-dihydro-1H-benzo[b]azepine-4-Formate